thio-maleimide C1(C=CC(N1)=O)=S